COC=1C=C(C=C(C1OC)OC)C1CCCC=C1 4-(3,4,5-Trimethoxyphenyl)-1,3-dihydro-2H-benzol